C(C1=CC=CC=C1)N1C=2C(C=3C=CC=CC13)=CC=1N(C2)C=C(N1)C1=CC=C(C=C1)F 6-benzyl-2-(4-fluorophenyl)-6H-imidazo[1',2':1,6]Pyrido[3,4-b]Indole